ClC=1C(=C(C=CC1Cl)NC1=NC=NC2=CC(=C(C=C12)OC1CCN(CC1)C(C#C)=O)OC)F 1-(4-((4-((3,4-dichloro-2-fluorophenyl)amino)-7-methoxyquinazolin-6-yl)oxy)piperidin-1-yl)prop-2-yn-1-one